C(C1=CC=CC=C1)SC1=CC(=NC2=CC(=CC=C12)Cl)Cl 4-benzylmercapto-2,7-dichloro-quinoline